FC=1C=C(C=CC1F)C1=NN=C(O1)C=O (5-(3,4-difluorophenyl)-1,3,4-oxadiazol-2-yl)methanone